(2S)-2-((benzyloxy)methyl)-4-(2-hydroxyethyl)pyrrolidine-1-carboxylic acid tert-butyl ester C(C)(C)(C)OC(=O)N1[C@@H](CC(C1)CCO)COCC1=CC=CC=C1